3-[6-(5-hydroxypent-1-yn-1-yl)-1-oxo-1,2-dihydrophthalazin-2-yl]piperidin OCCCC#CC=1C=C2C=NN(C(C2=CC1)=O)C1CNCCC1